F\C(\CO)=C\C=1C(=NN(C1)C1OCCCC1)C (E)-2-fluoro-3-(3-methyl-1-(tetrahydro-2H-pyran-2-yl)-1H-pyrazol-4-yl)prop-2-en-1-ol